FC=1C(=C(C=C(C1)C(C)C)[C@H](C(=O)O)N1C[C@@H](CC1)OCCCCCC1=NC=2NCCCC2C=C1C)OC (R)-2-(3-fluoro-5-isopropyl-2-methoxyphenyl)-2-((R)-3-((5-(3-methyl-5,6,7,8-tetrahydro-1,8-naphthyridin-2-yl)pentyl)oxy)pyrrolidin-1-yl)acetic acid